N-(2-amino-ethyl)-methanesulfonamide hydrochloride Cl.NCCNS(=O)(=O)C